(Z,E)-9,11-tetradecadienoic acid C(CCCCCCC\C=C/C=C/CC)(=O)O